ClC1=C(CC=2C(OC3=CC(=CC=C3C2CN2CCNCC2)CN(C(O)=O)C)=O)C=CC=C1NS(=O)(=O)CC.CC=1C(CCCC1)C(C=CC)=O 1-(2-methylcyclohex-2-en-1-yl)but-2-en-1-one 3-(2-chloro-3-(ethylsulfonamido)benzyl)-2-oxo-4-(piperazin-1-ylmethyl)-2H-chromen-7-yl-dimethylcarbamate